N-methyl-N-phenyl-formamide CN(C=O)C1=CC=CC=C1